CN1CC(C1)(C)[C@@](C=1C=C(C=NC1)C#C[C@@]1(C(N(CC1)C)=O)O)(C1=CC=C(C=C1)C(C)C)O (S)-3-{5-[(R)-(1,3-Dimethyl-azetidin-3-yl)-hydroxy-(4-isopropyl-phenyl)-methyl]-pyridin-3-ylethynyl}-3-hydroxy-1-methyl-pyrrolidin-2-one